OC=1C=CC(=C(C(=O)O)C1)\N=N\C1=C(C=CC=C1)C1=NC(=NC=C1)NC1=CC=C(C=C1)C(F)(F)F (E)-5-hydroxy-2-((2-(2-((4-(trifluoromethyl)phenyl)amino)pyrimidin-4-yl)phenyl)diazenyl)benzoic acid